C(=O)(O)C(CCCCCC=1C=C(C=CC1)CCCCCC1CC1)(C)C 1-(5-(3-(6-carboxy-6-methylheptyl)phenyl)pentyl)cyclopropane